BrC(=CC(=O)C1=CC=CC=C1)Br 3,3-dibromo-1-phenylprop-2-en-1-one